1-[4-(5-{[(5-Chlorothiophen-2-yl)methyl]amino}-1-(thiophen-3-carbonyl)-1H-pyrazol-3-yl)piperidin-1-yl]-2,2-dimethylpropan-1-on ClC1=CC=C(S1)CNC1=CC(=NN1C(=O)C1=CSC=C1)C1CCN(CC1)C(C(C)(C)C)=O